FC(C=1C=CC(=NC1)NC1CCN(CC1)S(=O)(=O)C1=CC=C(C=C1)C=1C=C2C(=NC1)NC(N2)=O)(F)F 6-(4-((4-((5-(Trifluoromethyl)pyridin-2-yl)amino)piperidin-1-yl)sulfonyl)phenyl)-1,3-dihydro-2H-imidazo[4,5-b]pyridin-2-one